[(3S)-1-methylpyrrolidin-3-yl] 5-[6-[5-(6-methyl-2-pyridyl)-1H-imidazol-4-yl]-3-quinolyl]pyridine-2-carboxylate CC1=CC=CC(=N1)C1=C(N=CN1)C=1C=C2C=C(C=NC2=CC1)C=1C=CC(=NC1)C(=O)O[C@@H]1CN(CC1)C